4,4'-bis-(2-anilino-4-(N-methyl-N-2-hydroxy-ethylamino)-s-triazin-6-ylamino)-stilbene-2,2'-disulfonate N(C1=CC=CC=C1)C1=NC(=NC(=N1)N(CCO)C)NC=1C=C(C(=CC1)C=CC=1C(=CC(=CC1)NC1=NC(=NC(=N1)NC1=CC=CC=C1)N(C)CCO)S(=O)(=O)[O-])S(=O)(=O)[O-]